(3aR,11bS)-2-amino-10,11-dibromo-5,6,9,11b-tetrahydro-4H-imidazo[4,5-h]pyrrolo[2,3-f]indolizin-8(3H)-one NC=1N[C@]23[C@H](C4=C(C(N3CCC2)=O)NC(=C4Br)Br)N1